(S)-2-((4-(6-(Isoquinolin-1-ylmethoxy)pyridin-2-yl)piperidin-1-yl)methyl)-1-(oxetan-2-ylmethyl)-1H-Benzo[d]imidazole-6-carboxylate C1(=NC=CC2=CC=CC=C12)COC1=CC=CC(=N1)C1CCN(CC1)CC1=NC2=C(N1C[C@H]1OCC1)C=C(C=C2)C(=O)[O-]